[4-(1H-indol-2-ylmethyl)piperazin-1-yl]furan N1C(=CC2=CC=CC=C12)CN1CCN(CC1)C=1OC=CC1